5-(2,3-dimethyl-3H-imidazo[4,5-b]pyridin-5-yl)-N-(cis-4-methoxycyclohexyl)pyrrolo[2,1-f][1,2,4]triazin-2-amine CC1=NC=2C(=NC(=CC2)C=2C=CN3N=C(N=CC32)N[C@@H]3CC[C@@H](CC3)OC)N1C